(6-(3-(dimethylamino)propyl)pyridine-3-yl)boronic acid pinacol ester CN(CCCC1=CC=C(C=N1)B1OC(C)(C)C(C)(C)O1)C